N-[5-bromo-4-(2-methylphenoxy)-6-(o-tolyl)pyrimidin-2-yl]-1-methyl-pyrazole-4-sulfonamide BrC=1C(=NC(=NC1C1=C(C=CC=C1)C)NS(=O)(=O)C=1C=NN(C1)C)OC1=C(C=CC=C1)C